NC1CCC(CC1)CC1(CC(=C(C=C1)NC(C)(C)C)C)N 4-(((1r,4r)-4-aminocyclohexyl)methyl)-N1-(tert-butyl)-2-methylbenzene-1,4-diamine